2,4,6-trinitro-5-tert-butyl-toluene [N+](=O)([O-])C1=C(C)C(=C(C(=C1)[N+](=O)[O-])C(C)(C)C)[N+](=O)[O-]